N-methyl-3,4-dihydro-2H-thieno[2,3-b]pyran-3-amine formate salt C(=O)O.CNC1CC2=C(OC1)SC=C2